1,4-bis[(2-ethyl-6-methylphenyl)amino]anthraquinone C(C)C1=C(C(=CC=C1)C)NC1=CC=C(C=2C(C3=CC=CC=C3C(C12)=O)=O)NC1=C(C=CC=C1C)CC